BrC=1C=C2C(NC(=NC2=C(C1F)C=C)C)=O 6-bromo-7-fluoro-2-methyl-8-vinylquinazolin-4(3H)-one